1-(5-fluoro-1,3-dihydro-2H-isoindol-2-yl)-2-(pyridin-2-ylsulfanyl)ethanone FC=1C=C2CN(CC2=CC1)C(CSC1=NC=CC=C1)=O